FC1=C2C=NN(C2=CC=C1N1C(N(C=C1)C=1N(N=C2C1[C@@H](NCC2)C)C2=CC(=C(C(=C2)C)F)C)=O)C([2H])([2H])[2H] (S)-1-(4-fluoro-1-(methyl-d3)-1H-indazol-5-yl)-3-(2-(4-fluoro-3,5-dimethylphenyl)-4-methyl-4,5,6,7-tetrahydro-2H-pyrazolo[4,3-c]pyridin-3-yl)-1,3-dihydro-2H-imidazole-2-one